The molecule is a member of the class of imidazopyridines that is imidazo[1,2-a]pyridine substituted at positions 2 and 3 by phenyl and nitroso groups respectively. It is a nitroso compound and an imidazopyridine. C1=CC=C(C=C1)C2=C(N3C=CC=CC3=N2)N=O